The molecule is a germacranolide with formula C15H20O3, isolated from several Inula species. It exhibits anti-cancer properties. It has a role as an antineoplastic agent and a plant metabolite. It is a germacranolide, a homoallylic alcohol, a secondary alcohol and a gamma-lactone. C/C/1=C\\[C@@H]2[C@@H]([C@@H](C/C(=C/CC1)/C)O)C(=C)C(=O)O2